4-{[3-bromo-4-[(2,4-difluorobenzyl)oxy]-6-methyl-2-oxopyridin-1(2H)-yl]methyl}pyrimidine-2-carbonitrile trifluoroacetate FC(C(=O)O)(F)F.BrC=1C(N(C(=CC1OCC1=C(C=C(C=C1)F)F)C)CC1=NC(=NC=C1)C#N)=O